FC(OC1=CC(=C(C=C1)C=1CCSC2=C(C1C1=CC=C(C=C1)O[C@@H]1CN(CC1)CCCF)C=CC(=C2)O)F)F 4-[4-(Difluoromethoxy)-2-fluorophenyl]-5-[4-[(3S)-1-(3-fluoropropyl)pyrrolidin-3-yl]oxyphenyl]-2,3-dihydro-1-benzothiepin-8-ol